FC(/C(=C(/C(F)F)\F)/F)F (2E)-1,1,2,3,4,4-hexafluoro-2-butene